ClC1=C(C(=O)N2COC3=C(C2)C=CC=C3C3=CC(=C(C(=O)O)C=C3F)N3C2COCC3CC2)C(=CC(=C1)N1C(C(C1)OC)(C)C)Cl 4-[3-[2,6-Dichloro-4-(3-methoxy-2,2-dimethylazetidin-1-yl)benzoyl]-2,4-dihydro-1,3-benzoxazin-8-yl]-5-fluoro-2-(3-oxa-8-azabicyclo[3.2.1]octan-8-yl)benzoic acid